tert-Butyl (NZ)-N-[(bis(tert-butoxycarbonyl)amino)-[tert-butoxycarbonyl-[[4-[[3-[(4-methylthieno[3,2-b]pyrrole-5-carbonyl)amino]phenyl]methoxy]phenyl]methyl]amino]methylene]carbamate C(C)(C)(C)OC(=O)N(C(=O)OC(C)(C)C)\C(=N/C(OC(C)(C)C)=O)\N(CC1=CC=C(C=C1)OCC1=CC(=CC=C1)NC(=O)C1=CC2=C(N1C)C=CS2)C(=O)OC(C)(C)C